1,2-Dihydro-2-(pentafluorophenyl)-1,2-azaborin FC1=C(C(=C(C(=C1B1NC=CC=C1)F)F)F)F